F[C@@H]1[C@@H](C1)NC=1C2=C(N(C(N1)=O)C1=C(C=CC=C1)C)N=C(C=C2)C(F)(F)F 4-(((1R,2S)-2-fluorocyclopropyl)amino)-1-(o-tolyl)-7-(trifluoromethyl)pyrido[2,3-d]pyrimidin-2(1H)-one